tert-butyl 2-((3-bromophenyl) amino)-2-methylpropionate BrC=1C=C(C=CC1)NC(C(=O)OC(C)(C)C)(C)C